Cl.N[C@@H]1CN(CC[C@H]1F)C1=NC2=C(N1CC1=NC=C(C#N)C=C1)C=CC(=C2)F 6-((2-((3R,4R)-3-Amino-4-fluoropiperidin-1-yl)-5-fluoro-1H-benzo[d]imidazol-1-yl)methyl)nicotinonitril-hydrochlorid